C(C)(=O)NC=1C=CC(=C(C1)SCCC(=O)O)[N+](=O)[O-] 3-{[5-(acetylamino)-2-nitrophenyl]sulfanyl}propanoic acid